C[N+](CCCCCCCCCCC[N+](C)(C)C)(C)C undecamethylenebis(trimethylammonium)